Cl.CC1(CNC1)N1N=CC=C1 1-(3-methylazetidin-3-yl)-1H-pyrazole hydrochloride